(3-(2-aminoquinazolin-6-yl)-2-fluorophenyl)-2,5-dichlorobenzenesulfonamide NC1=NC2=CC=C(C=C2C=N1)C=1C(=C(C=CC1)C=1C(=C(C=C(C1)Cl)S(=O)(=O)N)Cl)F